3-(4-((7-bromo-2,3-dihydrobenzo[b][1,4]dioxin-2-yl)methoxy)-2-fluorophenyl)propionic acid BrC=1C=CC2=C(OC(CO2)COC2=CC(=C(C=C2)CCC(=O)O)F)C1